FC1C(C(F)(F)F)O1 z-1,3,3,3-tetrafluoroepoxypropane